C(C)(C)(C)OP(=S)(OC(C)(C)C)[O-] di-t-butylthiophosphate